2-chlorobenzene dichlorophosphate P(=O)(O)(Cl)Cl.ClC1=CC=CC=C1